CS(=O)(=O)C=1N=CC=2N=CN=C(C2N1)NC1=CC=NC=C1 N-{6-methanesulfonyl-[1,3]diazino[5,4-d]pyrimidin-4-yl}pyridin-4-amine